S1C=NC2=C1C=C(C=C2)C2=CC(=NN2C2=NC(=CC=C2)C)CC(=O)NC2=CC(=C(C=C2)F)OC 5-(benzo[d]thiazol-6-yl)-N-(4-fluoro-3-methoxyphenyl)-1-(6-methylpyridin-2-yl)-1H-pyrazole-3-carboxyamide